(S)-N-(6-chloro-4-(1-methoxyethyl)-1,5-naphthyridin-3-yl)-N'-(2-methyl-6-(2H-1,2,3-triazol-2-yl)-5-(trifluoromethyl)pyridin-3-yl)urea ClC=1N=C2C(=C(C=NC2=CC1)NC(=O)NC=1C(=NC(=C(C1)C(F)(F)F)N1N=CC=N1)C)[C@H](C)OC